C(#N)[C@H](C[C@H]1C(NCC1)=O)NC(=O)[C@@H]1[C@H]2C([C@H]2CN1C([C@@H](NC(C(F)(F)F)=O)CN1N=CC=C1)=O)(C)C (1R,2S,5S)-N-{(1S)-1-cyano-2-[(3S)-2-oxopyrrolidin-3-yl]Ethyl}-6,6-dimethyl-3-[3-(1H-pyrazol-1-yl)-N-(trifluoroacetyl)-L-alanyl]-3-azabicyclo[3.1.0]Hexane-2-carboxamide